FC(C(=O)O)(F)F.NC1=NNC2=NC=C(C=C21)NC2CCC(CC2)N2C(N(CC2=O)C2=CC(=CC(=C2)C(F)(F)F)F)=O 3-{4-[(3-amino-1H-pyrazolo[3,4-b]pyridin-5-yl)amino]cyclohexyl}-1-[3-fluoro-5-(trifluoromethyl)phenyl]-2,4-imidazolidinedione trifluoroacetate